(R)-1-(3,3-difluoro-4-((5-(quinolin-6-yl)-4-(trifluoromethoxy)pyrrolo[2,1-f][1,2,4]triazin-2-yl)amino)piperidin-1-yl)ethan-1-one FC1(CN(CC[C@H]1NC1=NN2C(C(=N1)OC(F)(F)F)=C(C=C2)C=2C=C1C=CC=NC1=CC2)C(C)=O)F